C1(CC1)C[C@]1(C(OCC=2C(N3CC=4C(=NC=5C=C(C(=CC5C4CNC([C@H](C)O)=O)C)F)C3=CC21)=O)=O)O (S)-N-(((S)-4-(cyclopropylmethyl)-8-fluoro-4-hydroxy-9-methyl-3,14-dioxo-3,4,12,14-tetrahydro-1H-pyrano[3',4':6,7]indolizino[1,2-b]quinolin-11-yl)methyl)-2-hydroxypropionamide